3-(2-allyl-6-methylphenoxy)phthalonitrile C(C=C)C1=C(OC2=C(C(C#N)=CC=C2)C#N)C(=CC=C1)C